3-(1-hydroxy-2-(methylamino)ethyl)phenol OC(CNC)C=1C=C(C=CC1)O